C1(CC1)CN1CC[C@]23CCN(CC[C@]2([C@H]1CC1=CC=C(C=C13)O)O)C(CC=1SC=CN1)=O 1-((5aS,6R,11bR)-14-(cyclopropylmethyl)-5a,10-dihydroxy-1,2,5,5a,6,7-hexahydro-6,11b-(epiminoethano)naphtho[1,2-d]azepin-3(4H)-yl)-2-(thiazol-2-yl)ethan-1-one